5-((3-oxo-3-phenylpropyl)amino)-4-(trifluoromethyl)pyridazin-3(2H)-one O=C(CCNC1=C(C(NN=C1)=O)C(F)(F)F)C1=CC=CC=C1